ClC1=CC=C(C=2NC(=NC21)C(=O)O)Cl 4,7-dichloro-1H-1,3-benzodiazole-2-carboxylic acid